NC1=CC=C(C=C1)C1C(C(C1C(=O)OC)C1=CC=C(C=C1)N)C(=O)OC dimethyl 2,4-bis(4-aminophenyl)cyclobutane-1,3-dicarboxylate